2-methyl-4-quinolin-1-iumamine CC1=[NH+]C2=CC=CC=C2C(=C1)N